(S)-5-(2'-Methoxy-4'-methyl-3,4,5,6-tetrahydro-2H-[1,3']bipyridinyl-4-yl)-2,4-dimethyl-7-(2-trifluoromethyl-benzyl)-2,4,5,7-tetrahydro-pyrazolo[3,4-d]pyrimidin-6-on COC1=NC=CC(=C1N1CCC(CC1)N1C(N(C=2C([C@@H]1C)=CN(N2)C)CC2=C(C=CC=C2)C(F)(F)F)=O)C